bis-fluorooxalic acid C(C(=O)F)(=O)F